BrCCCN(CCCCCC(=O)OCCCCCCCCC)CCCCCC(=O)OCCCCCCCCC dinonyl 6,6'-((3-bromopropyl)azanediyl)dihexanoate